FC1=C(C=CC=C1)N1C(=NC(=C1)C1=CC=CC=C1)SCC1=CC=C(C=C1)C(F)(F)F 1-(2-fluorophenyl)-4-phenyl-2-((4-(trifluoromethyl)benzyl)thio)-1H-imidazole